4-[6-(4-trifluoromethoxy-benzyl)-3-hydroxy-pyridin-2-yl]-4-oxo-butyric acid ethyl ester C(C)OC(CCC(=O)C1=NC(=CC=C1O)CC1=CC=C(C=C1)OC(F)(F)F)=O